ClC1=CC=CC(=N1)NC(=O)[C@H]1N[C@@H]2C[C@@H]2C1 (1R,3S,5R)-N-(6-chloropyridin-2-yl)-2-azabicyclo[3.1.0]hexane-3-carboxamide